2-tert-butylsulfanyl-3-chloro-benzaldehyde C(C)(C)(C)SC1=C(C=O)C=CC=C1Cl